6,6-bis(hexyloxy)hexanoic acid 6-bromohexyl ester BrCCCCCCOC(CCCCC(OCCCCCC)OCCCCCC)=O